5-Methoxy-7-methylindole-1-carboxylic acid tert-butyl ester C(C)(C)(C)OC(=O)N1C=CC2=CC(=CC(=C12)C)OC